CC1=C(C=C(C=C1)NC(=O)C1(CCC1)C(=O)N)OC1=NC=CC=N1 ((4-methyl-3-(pyrimidin-2-yloxy)phenyl)carbamoyl)cyclobutane-1-carboxamide